C(C)(C)(C)C1=C(C=CC(=C1)C(C)(C)C)P(C1=C(C=C(C=C1)C(C)(C)C)C(C)(C)C)C1=C(C=C(C=C1)C(C)(C)C)C(C)(C)C tris(2,4-di-t-butylphenyl)phosphorus